(R)-1-(3-(6-(1-tert-butyl-1H-pyrazol-4-ylamino)-3-chloro-1H-pyrazolo[3,4-d]pyrimidin-4-ylamino)piperidin-1-yl)prop-2-en-1-one C(C)(C)(C)N1N=CC(=C1)NC1=NC(=C2C(=N1)NN=C2Cl)N[C@H]2CN(CCC2)C(C=C)=O